C(C)OC(CC(C1=CC2=C(N(N=N2)C)C(=C1)OC)C1=C2CCN(CC2=CC=C1)C(C1=C(C=C(C=C1)Cl)OC)=O)=O (l)-3-[2-(2-methoxy-4-chlorobenzoyl)-1,2,3,4-tetrahydroisoquinolin-5-yl]-3-(7-methoxy-1-methyl-1H-benzo[d][1,2,3]triazol-5-yl)propionic acid ethyl ester